ClC=1C(=NC(=NC1)NC1CC(C1)C(=O)NC)C1=NC(=CC=C1)C1=CC=C(C=C1)F 3-((5-chloro-4-(6-(4-fluorophenyl)pyridin-2-yl)pyrimidin-2-yl)amino)-N-methylcyclobutane-1-carboxamide